N1CC(CC1)S(=O)(=O)O pyrrolidine-3-sulphonic acid